N-(2,3-dihydroxypropyl)urea OC(CNC(=O)N)CO